C(C)S(=O)(=O)C=1C=C(C=CC1C1=NC2=C(N=NC(=C2)C(F)(F)F)N1C)C(C#N)(C)C 2-[3-ethylsulfonyl-4-[7-methyl-3-(trifluoromethyl)imidazo[4,5-c]pyridazin-6-yl]phenyl]-2-methyl-propanenitrile